COC(\C(=C(\OC)/C)\C1=C(C=CC=C1)COC=1N(N=C(C1)C1=CC=C(C=C1)Cl)C)=O methyl-(E)-2-[2-[[5-(4-chlorophenyl)-2-methylpyrazol-3-yl]oxymethyl]phenyl]-3-methoxypropan-2-enoic acid methyl ester